C1(=CC(=CC(=C1)C(=O)NCCCN(CCCCCCCCC(=O)OC(CC)CCCCC)CCCCCCCCC(=O)OC(CC)CCCCC)C(=O)NCCCN(CCCCCCCCC(=O)OC(CC)CCCCC)CCCCCCCCC(=O)OC(CC)CCCCC)C(=O)NCCCN(CCCCCCCCC(=O)OC(CC)CCCCC)CCCCCCCCC(=O)OC(CC)CCCCC hexa(octan-3-yl) 9,9',9'',9''',9'''',9'''''-((((benzene-1,3,5-tricarbonyl)tris(azanediyl)) tris(propane-3,1-diyl)) tris(azanetriyl))hexanonanoate